CC1(C(C(=C(C(=C1[N+](=O)[O-])C)[N+](=O)[O-])C)[N+](=O)[O-])N 1,3,5-trimethyl-amino-2,4,6-trinitrobenzene